1-[2-chloro-4-(1,1,1,2,3,3,3-heptafluoropropane-2-yl)-6-(trifluoromethoxy)phenyl]-1H-pyrazol-4-yl-N-(1-cyanocyclopropyl)benzamide ClC1=C(C(=CC(=C1)C(C(F)(F)F)(C(F)(F)F)F)OC(F)(F)F)N1N=CC(=C1)C1=C(C(=O)NC2(CC2)C#N)C=CC=C1